FC1(CC(C(CC1)C(=O)N)C)F 4,4-difluoro-2-methylcyclohexane-1-carboxamide